NC1=C(C(=O)O)C=C(C=N1)C1=CC2=CN(N=C2C=C1)CCN1CCOCC1 2-amino-5-(2-(2-morpholinoethyl)-2H-indazol-5-yl)nicotinic acid